C1=CC=C(C=2OC3=C(C21)C=CC=C3)P(N(C(C3=CC=CC=C3)=O)P(C3=CC=C(C=C3)[Si](CCCC)(CCCC)CCCC)C3=CC=CC2=C3OC3=C2C=CC=C3)C3=CC=C(C=C3)[Si](CCCC)(CCCC)CCCC N,N-bis(dibenzo[b,d]furan-4-yl(4-(tributylsilyl)phenyl)phosphaneyl)benzamide